CSC1=NC=C(C(=O)NCCNC(COCC(=O)O)=O)C=C1[N+](=O)[O-] 2-(2-((2-(6-(Methylthio)-5-nitronicotinamido)ethyl)amino)-2-oxoethoxy)acetic acid